C[C@@H]1NC2=CC=CC=C2C1 (S)-2-methylindoline